bis-benzotriazolyl-tetramethylbutylphenol tert-butyl-(S)-5-methyl-1,2,3-oxathiazolidine-3-carboxylate C(C)(C)(C)[C@@H]1N(SOC1C)C(=O)OC1=C(C(=C(C(=C1C)C)C)C)C(CCC)(C1=CC=CC=2NN=NC21)C2=CC=CC=1NN=NC12